COC=1C=C2C(=NC=NC2=CC1OC)NC1=CC=C(OCC(=O)N)C=C1 2-(4-((6,7-dimethoxyquinazolin-4-yl)amino)phenoxy)acetamide